N-butyl-pyrrole C(CCC)N1C=CC=C1